1-cyclopropyl-4-((2R)-4-(4-(2,4-difluorophenyl)-7-methyl-8-oxo-7,8-dihydropyrimido[4,5-d]pyridazin-2-yl)tetrahydro-2H-pyran-2-yl)-2-methyl-1H-pyrazol-2-ium C1(CC1)N1[N+](=CC(=C1)[C@@H]1OCCC(C1)C=1N=C(C2=C(C(N(N=C2)C)=O)N1)C1=C(C=C(C=C1)F)F)C